C(C1=CC=CC=C1)OC[C@]1(C(C1)(F)F)CN(CCCCCC(=O)OC)C Methyl (R)-6-(((1-((benzyloxy)methyl)-2,2-difluorocyclopropyl)methyl)(methyl)amino)hexanoate